5-ethynyl-6-fluoronaphthalen-2-yl isopropyl carbonate C(OC1=CC2=CC=C(C(=C2C=C1)C#C)F)(OC(C)C)=O